ClC1=C(C=CC(=N1)C(C)C1CC2(CN(C2)C(=O)OC(C)(C)C)C1)C(F)(F)F tert-Butyl 6-(1-(6-chloro-5-(trifluoromethyl)pyridin-2-yl)ethyl)-2-azaspiro[3.3]heptane-2-carboxylate